tert-Butyl (3-((3-formyl-4-(furan-2-yl)phenoxy)methyl)phenyl)carbamate C(=O)C=1C=C(OCC=2C=C(C=CC2)NC(OC(C)(C)C)=O)C=CC1C=1OC=CC1